4-(6-((2-(2,2-difluorocyclopropyloxy)ethyl)carbamoyl)pyridin-3-yl)piperazine-1-carboxylic acid tert-butyl ester C(C)(C)(C)OC(=O)N1CCN(CC1)C=1C=NC(=CC1)C(NCCOC1C(C1)(F)F)=O